[C@@H]12OC[C@@H](N(C1)CC=1C=NC(=NC1)N1CCC(CC1)N1C3=C(N(C(C1=O)=O)C)C=C(C=N3)Cl)C2 4-(1-(5-(((1S,4S)-2-oxa-5-azabicyclo[2.2.1]heptan-5-yl)methyl)pyrimidin-2-yl)piperidine-4-yl)-7-chloro-1-methyl-1,4-dihydropyrido[2,3-b]pyrazine-2,3-dione